Methyl-L-Glutamate CN[C@@H](CCC(=O)[O-])C(=O)[O-]